3-methoxy-5,7-dihydrocyclopenta[c]pyridine-6,6-dicarboxylic acid dimethyl ester COC(=O)C1(CC2=C(C=NC(=C2)OC)C1)C(=O)OC